tert-butyl ((6-(3,4-difluoro-2-hydroxyphenyl)imidazo[1,2-a]pyridin-3-yl)methyl)(methyl)carbamate FC=1C(=C(C=CC1F)C=1C=CC=2N(C1)C(=CN2)CN(C(OC(C)(C)C)=O)C)O